6-chloro-4-oxo-N-(4-{5-[(1s,3s)-3-(trifluoromethoxy)cyclobutyl]-1,3,4-oxadiazol-2-yl}bicyclo[2.1.1]hexan-1-yl)-3,4-dihydro-2H-1-benzopyran-2-carboxamide ClC=1C=CC2=C(C(CC(O2)C(=O)NC23CCC(C2)(C3)C=3OC(=NN3)C3CC(C3)OC(F)(F)F)=O)C1